NC=1N=C2C=CC(=CC2=C2C=CC=CC12)C(=O)N([C@H](C)C1=NC=CC=N1)CC1=NC=C(C=C1)C#N 6-amino-N-((5-cyano-2-pyridinyl)methyl)-N-((1R)-1-(2-pyrimidinyl)ethyl)-2-phenanthridinecarboxamide